C(N)(=O)C1=CN(C=CC1)CC1=CC=C(C(=O)O)C=C1 4-((3-carbamoylpyridin-1(4H)-yl)methyl)benzoic acid